2,5-diamino-N-(3,4-dihydroxyphenyl)benzamide NC1=C(C(=O)NC2=CC(=C(C=C2)O)O)C=C(C=C1)N